3-[2,3-Difluoro-4-(morpholinomethyl)anilino]-5-methoxy-6-(3-methylimidazo[4,5-c]pyridin-7-yl)pyrazine-2-carboxamide FC1=C(NC=2C(=NC(=C(N2)OC)C=2C3=C(C=NC2)N(C=N3)C)C(=O)N)C=CC(=C1F)CN1CCOCC1